1,2,3,5,6,7-hexahydro-s-indacen-4-yl(carbamoyl)-N,N-dimethylmethanesulfonimidamide C1CCC2=C(C=3CCCC3C=C12)C(S(=O)(N(C)C)=N)C(N)=O